2-((6-(4-fluorophenyl)-8-methoxyquinazolin-4-yl)amino)-2-(3-methyl-1,2,4-Oxadiazol-5-yl)ethane-1-ol FC1=CC=C(C=C1)C=1C=C2C(=NC=NC2=C(C1)OC)NC(CO)C1=NC(=NO1)C